2-(2,6-difluorophenyl)-1,3-thiazole-4-carboxylic acid FC1=C(C(=CC=C1)F)C=1SC=C(N1)C(=O)O